S1C=CC2=NC(=CC=C21)C(=O)N thieno[3,2-b]pyridine-5-carboxamide